NC([C@H](CCC(=O)OC(C)(C)C)N1C(C2=CC=C(C=C2C1)O[C@@H]1CN(C[C@H]1OC1COC1)C(=O)OC(C)(C)C)=O)=O |o1:22,26| tert-butyl (3R*,4R*)-3-((2-((S)-1-amino-5-(tert-butoxy)-1,5-dioxopentan-2-yl)-1-oxoisoindolin-5-yl)oxy)-4-(oxetan-3-yloxy)pyrrolidine-1-carboxylate